2-(2-Fluoro-4-isopropyl-3,5-dimethoxyphenyl)benzofuran FC1=C(C=C(C(=C1OC)C(C)C)OC)C=1OC2=C(C1)C=CC=C2